NC1(CCC(CC1)C(C)(C)N)C 1,8-diaminomenthane